5-(3-cyano-1H-indol-5-yl)isoxazole-3-carboxylic acid C(#N)C1=CNC2=CC=C(C=C12)C1=CC(=NO1)C(=O)O